C(C(C)(C)C)OCC(C)(C)C Neopentyloxid